bicyclo[3.2.0]heptan-6-one C12CCCC2C(C1)=O